ClC(O[SiH3])Cl dichloromethoxysilane